N-(6-chlorobenzo[d]thiazol-2-yl)-2-((2-(3-methoxyphenyl)-4-oxo-4H-chromen-3-yl)oxy)acetamide ClC1=CC2=C(N=C(S2)NC(COC2=C(OC3=CC=CC=C3C2=O)C2=CC(=CC=C2)OC)=O)C=C1